C12(CC(C1)C2)NC(=O)C2(CCC2)C=2C=C1CCCN(C1=CC2)C(=O)OC(C)(C)C tert-butyl 6-{1-[(bicyclo[1.1.1]pentan-1-yl)carbamoyl]cyclobutyl}-3,4-dihydroquinoline-1(2H)-carboxylate